ClC1=NC=C(C(=N1)Cl)CN1C(C(CC1)C)=O 1-((2,4-dichloropyrimidin-5-yl)methyl)-3-methylpyrrolidin-2-one